2-bromo-N,N-dimethylpyridin-4-amine BrC1=NC=CC(=C1)N(C)C